FC=1C=C(C=CC1OC=1C=C2C=NN(C2=CC1C=1C=NNC1)CC)NC(=O)C=1C(N(C(=CC1)C1CC1)C1=CC=C(C=C1)F)=O N-(3-fluoro-4-(1-ethyl-6-(1H-pyrazol-4-yl)-1H-indazol-5-yloxy)phenyl)-1-(4-fluorophenyl)-6-cyclopropyl-2-oxo-1,2-dihydropyridine-3-carboxamide